C(C)(C)(C)OC(=O)N1CC(CC1)(C(=O)OC(C)(C)C)C1=C(C2=C(NC(=N2)[C@@H](NC(=O)C2=NON=C2C)C2CCC(CC2)(F)F)C=C1)F 3-(2-{(S)-(4,4-Difluorocyclohexyl)[(4-methyl-1,2,5-oxadiazole-3-carbonyl)-amino]methyl}-4-fluoro-1H-benzimidazol-5-yl)pyrrolidine-1,3-dicarboxylic acid di-tert-butyl ester